C1(CC1)CNNC(C1=C(C=C(C=C1)C(F)(F)F)OC)=N N'-(cyclopropylmethyl)-2-methoxy-4-(trifluoromethyl)benzimidohydrazide